CC(C)(C)OC(=O)NC1CCC(CC1)CC(=O)O 2-((1s,4s)-4-((tert-butoxycarbonyl)amino)cyclohexyl)acetic acid